tert-butyl 7-bromo-1-(2-fluorophenyl)-3,4-dihydro-1H-isoquinoline-2-carboxylate BrC1=CC=C2CCN(C(C2=C1)C1=C(C=CC=C1)F)C(=O)OC(C)(C)C